4-(PYRAZOL-5-YL)-INDOL N1N=CC=C1C1=C2C=CNC2=CC=C1